di-para-tolyl-tartaric acid C1(=CC=C(C=C1)C(C(C(=O)O)(O)C1=CC=C(C=C1)C)(O)C(=O)O)C